C(CCC)OC(NS(=O)(=O)C=1SC(=CC1C1=CC=C(C=C1)CN1C(=NC=C1)C)CC(C)C)=O Butyl-(5-isobutyl-3-(4-((2-methyl-1H-imidazol-1-yl)methyl)phenyl)thiophen-2-yl)sulfonyl-carbamat